benzyl 2-(3-((6-chloro-3-((methyl-d3) carbamoyl) pyridazin-4-yl) amino)-2-methoxyphenyl)-6,7-dihydrooxazolo[5,4-c]pyridine-5(4H)-carboxylate ClC1=CC(=C(N=N1)C(NC([2H])([2H])[2H])=O)NC=1C(=C(C=CC1)C=1OC=2CN(CCC2N1)C(=O)OCC1=CC=CC=C1)OC